ClC=1C(=C(C=CC1Cl)NC1=NC=NC2=CC(=C(C=C12)OC1CCC(CC1)NC(C=C)=O)OC)F N-((1s,4s)-4-((4-((3,4-dichloro-2-fluorophenyl)amino)-7-methoxyquinazolin-6-yl)oxy)cyclohexyl)acrylamide